N1C=C(C2=CC=CC=C12)CCNC(CC1N(C(CC1)=O)CC1=CC=C(C=C1)C)=O N-[2-(1H-indol-3-yl)ethyl]-2-[1-[(4-methylphenyl)methyl]-5-oxopyrrolidin-2-yl]acetamide